FC=1C=C(C=CC1)C1=NN(C=C1C=O)C 3-(3-fluorophenyl)-1-methyl-1H-pyrazole-4-carbaldehyde